N-[5-bromo-2-(trifluoromethyl)phenyl]-2,6-dimethyl-4-(2-phenylethoxy)benzamide BrC=1C=CC(=C(C1)NC(C1=C(C=C(C=C1C)OCCC1=CC=CC=C1)C)=O)C(F)(F)F